C(#N)[C@H]1N(CC(C1)(F)F)C(CNC(=O)C1=CC=NC2=CC(=CC=C12)C=1C=C(OCCNC(=O)C2CCC(CC2)CNC(OC(C)(C)C)=O)C=CC1)=O tert-butyl ((1r,4r)-4-(2-(3-(4-(2-((S)-2-cyano-4,4-difluoropyrrolidin-1-yl)-2-oxoethylcarbamoyl) quinolin-7-yl)phenoxy)ethylcarbamoyl)cyclohexyl)methylcarbamate